N-((S)-2-((5-((R)-1-(5-chloro-2-carbonylpyridin-1(2H)-yl)-2-methoxyethyl)thiazol-2-yl)amino)-1-((trans)-4-methylcyclohexyl)-2-carbonylethyl)-4-methyl-1,2,5-oxadiazole-3-carboxamide ClC=1C=CC(N(C1)[C@H](COC)C1=CN=C(S1)NC([C@H]([C@@H]1CC[C@H](CC1)C)NC(=O)C1=NON=C1C)=C=O)=C=O